CN(C(C1=CC(=CC=C1)NC1=NC=2C(C3=CN=CC=C13)=NN1C2C=NC=C1)=O)C N,N-dimethyl-3-(pyrazino[1',2':1,5]pyrazolo[4,3-c][2,6]naphthyridin-5-ylamino)benzamide